(S)-1-(4-{3-[(1r,3R,5S,7S)-3,5-dimethyladamantan-1-yl]ureido}benzoyl)piperidine-3-carboxylic acid C[C@]12CC3(CC(C[C@@](C1)(C3)C)C2)NC(NC2=CC=C(C(=O)N3C[C@H](CCC3)C(=O)O)C=C2)=O